Naphtho[1,2-d]Furan-8-amine C1=COC2=C1C1=CC(=CC=C1C=C2)N